1-(5-bromopyrimidin-2-yl)cyclobutane-1,3-diol BrC=1C=NC(=NC1)C1(CC(C1)O)O